N-{(6R,7aR)-7,7-difluoro-2-[5-fluoro-6-methyl-4-(2,4,6-trifluorophenyl)-1,2-benzoxazol-3-yl]-3-oxohexahydro-1H-pyrrolo[1,2-c]imidazol-6-yl}ethanesulfonamide FC1([C@@H](CN2C(N(C[C@@H]21)C2=NOC1=C2C(=C(C(=C1)C)F)C1=C(C=C(C=C1F)F)F)=O)NS(=O)(=O)CC)F